5-chloro-4-methylpyrimidin-2-amine ClC=1C(=NC(=NC1)N)C